2-ethyl-1,3-dioxolane-4-one C(C)C1OCC(O1)=O